P(=O)(O)(O)OCC(C(=O)[O-])O 3-Phosphoglycerate